methoxyl-triphenyl-silane O(C)[Si](C1=CC=CC=C1)(C1=CC=CC=C1)C1=CC=CC=C1